2,6-dichloro-N-(2,6-dimethylphenyl)-N-ethyl-benzamidine ClC1=C(C(=N)N(CC)C2=C(C=CC=C2C)C)C(=CC=C1)Cl